C(C1=CC=CC=C1)(=O)N(C1=CC=C(C=C1)N)C(C1=CC=CC=C1)=O N,N-dibenzoyl-p-phenylenediamine